2,2,2-trifluoro-1-(4-fluorophenyl)ethan-1-one FC(C(=O)C1=CC=C(C=C1)F)(F)F